N'-(2-chloro-6-methylbenzoyl)-4-methyl-3-[2-(3-quinolinyl)ethynyl]-benzoyl-hydrazine ClC1=C(C(=O)NNC(C2=CC(=C(C=C2)C)C#CC=2C=NC3=CC=CC=C3C2)=O)C(=CC=C1)C